(3-bromobenzyl)-3-(methylsulfonamido)piperidine-1-carboxylate BrC=1C=C(COC(=O)N2CC(CCC2)NS(=O)(=O)C)C=CC1